ethyl-3-nitrobenzoyl chloride C(C)C1=C(C(=O)Cl)C=CC=C1[N+](=O)[O-]